4-(carboxymethyl)-6-hydroxy-2-(methylsulfanyl)pyrimidine-5-carboxylic acid C(=O)(O)CC1=NC(=NC(=C1C(=O)O)O)SC